[I].C(C)O ETHANOL IODINE